C(C=C)(=O)N1C[C@@H]([C@@H](CC1)F)NC=1C2=C(N=C(N1)NC=1C=NOC1)NC=C2C#N 4-((3S,4R)-1-acryloyl-4-fluoropiperidin-3-ylamino)-2-(isoxazol-4-ylamino)-7H-pyrrolo[2,3-d]pyrimidine-5-carbonitrile